tert-butyl (3R)-3-(4-(3-formylphenyl)-1-methoxy-1-oxobutan-2-yl)pyrrolidine-1-carboxylate C(=O)C=1C=C(C=CC1)CCC(C(=O)OC)[C@@H]1CN(CC1)C(=O)OC(C)(C)C